2-[(5E)-4-Oxo-5-[[4-[(E)-3-oxo-3-phenylprop-1-enyl]phenyl]methylidene]-2-sulfanylidene-1,3-thiazolidin-3-yl]acetic acid O=C\1N(C(S/C1=C/C1=CC=C(C=C1)\C=C\C(C1=CC=CC=C1)=O)=S)CC(=O)O